tert-butyl 9-[(4-chloro-2-fluorophenyl)ethynyl]-1,2,3,4-tetrahydrobenzo[4,5]imidazo[3,2-a]pyrazine-2-carboxylate ClC1=CC(=C(C=C1)C#CC1=CC=CC2=C1N=C1N2CCN(C1)C(=O)OC(C)(C)C)F